CN(CCNN)C [2-(dimethylamino)ethyl]hydrazine